tert-butyl (2-chloro-4-fluoro-3-iodophenyl)((3-(methoxymethyl)-3-methylazetidin-1-yl)sulfonyl)carbamate ClC1=C(C=CC(=C1I)F)N(C(OC(C)(C)C)=O)S(=O)(=O)N1CC(C1)(C)COC